6-fluoro-2-methoxy-3-nitropyridine FC1=CC=C(C(=N1)OC)[N+](=O)[O-]